7-(1-(2-fluoro-6-methylphenyl)piperidin-4-yl)-5-((3-methylpyrazin-2-yl)methyl)pyrido[2,3-b]pyrazin-6(5H)-one FC1=C(C(=CC=C1)C)N1CCC(CC1)C1=CC=2C(=NC=CN2)N(C1=O)CC1=NC=CN=C1C